CC(=CC(=O)O)C.C1(CCCCCCCCC1)(CO)CO.C1(CCCCCCCCC1)(CO)CO.C1(CCCCCCCCC1)(CO)CO tricyclodecanedimethanol di(methyl)acrylate